C(C)C=1C=NN(C1)C1(CN(C1)C=1C=2N(C=CC1)N=C(N2)NC=2C=NN(C2)CC(=O)N2CCN(CC2)CCOC)CC#N 2-[3-(4-ethylpyrazol-1-yl)-1-[2-[[1-[2-[4-(2-methoxyethyl)piperazin-1-yl]-2-oxoethyl]pyrazol-4-yl]amino]-[1,2,4]triazolo[1,5-a]pyridin-8-yl]azetidin-3-yl]acetonitrile